tert-butyl 4-{2-[3-(2-{2-[(4-tert-butylphenyl)formamido]acetamido}ethoxy)phenoxy]acetyl}piperazine-1-carboxylate C(C)(C)(C)C1=CC=C(C=C1)C(=O)NCC(=O)NCCOC=1C=C(OCC(=O)N2CCN(CC2)C(=O)OC(C)(C)C)C=CC1